IC=1C=C(C(=C(C(=O)O)C1)OC)COCCOC 5-iodo-2-methoxy-3-((2-methoxyethoxy)methyl)benzoic acid